FC(C1CCC(CC1)C(=O)N1CCC(CC1)CN1[C@H]([C@H]([C@@H]([C@H](C1)O)O)O)CO)(F)F (4-(trifluoromethyl)cyclohexyl)(4-(((2S,3R,4R,5S)-3,4,5-trihydroxy-2-(hydroxymethyl)piperidin-1-yl)methyl)piperidin-1-yl)methanone